C(C1=CC=CC=C1)OC(N(C)C)=O methyl-(methyl)carbamic acid benzyl ester